N-[(2S)-4,4-difluoro-1-({(2S)-4-hydroxy-3-oxo-1-[(3S)-2-oxopyrrolidin-3-yl]butan-2-yl}amino)-1-oxopentan-2-yl]-7-fluoro-1H-indole-2-carboxamide FC(C[C@@H](C(=O)N[C@@H](C[C@H]1C(NCC1)=O)C(CO)=O)NC(=O)C=1NC2=C(C=CC=C2C1)F)(C)F